2-{[4-(trifluoromethyl)-3H-imidazol-2-yl]Methyl}isoIndole-1,3-dione FC(C=1NC(=NC1)CN1C(C2=CC=CC=C2C1=O)=O)(F)F